((S)-2,2-dimethylcyclopropyl)(8-(((6-(tetrahydro-2H-pyran-4-yl)pyridin-2-yl)methoxy)methyl)-2,6-diazaspiro[3.4]octan-2-yl)methanone CC1([C@H](C1)C(=O)N1CC2(C1)CNCC2COCC2=NC(=CC=C2)C2CCOCC2)C